CC=CC(C)C 1,3-dimethylbutene